2-hydroxy-4-nitrobenzoyl-hydrazine potassium ortho-periodate I(=O)([O-])([O-])([O-])([O-])[O-].[K+].OC1=C(C(=O)NN)C=CC(=C1)[N+](=O)[O-].[K+].[K+].[K+].[K+]